2,2-Difluoroethyl-(3S,4R)-4-hydroxy-3-[(5S)-5H-imidazo[1,5-b]isoindol-5-yl]-8-azaspiro[4.5]-decan-8-carboxylat FC(COC(=O)N1CCC2([C@@H]([C@@H](CC2)[C@@H]2N3C(C=4C=CC=CC24)=CN=C3)O)CC1)F